5-(5-chloro-7-fluoro-3-(4-(2-propenoyl)-1-piperazinyl)-2,1-benzothiazol-6-yl)-2(1H)-quinolinone ClC=1C(=C(C=2C(=C(SN2)N2CCN(CC2)C(C=C)=O)C1)F)C1=C2C=CC(NC2=CC=C1)=O